CC1=NC(=CC=C1C1=C\C(\CCC1)=C/C(=O)OCC)C=1N=NN(C1COC1OCCCC1)C ethyl 2-[(1Z)-3-(2-methyl-6-{1-methyl-5-[(oxan-2-yloxy)methyl]-1H-1,2,3-triazol-4-yl}pyridin-3-yl)cyclohex-2-en-1-ylidene]acetate